C(C=C)(=O)NC=1C=C(C=CC1)N1C(C(=NC=2C(NC(=NC12)N)=O)C1=CC=CC=C1)=O 8-(3-acrylamidophenyl)7-oxo-6-phenyl-7,8-dihydropterin